1-Deoxy-1-thio-heptaethylene glycol C(COCCOCCOCCOCCOCCOCCS)O